C1([C@H](O)[C@@H](O)[C@H](O)[C@H](O1)CO)CCOC(C(=C)C)=O glucosylethylmethacrylat